NC[C@H](CC1=CC=CC=C1)NC([C@H](CC=1SC2=C(N1)C=CC(=C2)Cl)NC(CC)=O)=O (S)-N-((S)-3-amino-1-phenylprop-2-yl)-3-(6-chlorobenzo[d]thiazol-2-yl)-2-propionamidopropanamide